2-(2-fluoroethyl)-N6-(2-(4-isopropylpiperidin-1-yl)pyrimidin-5-yl)spiro[3.3]heptane-2,6-diamine FCCC1(CC2(C1)CC(C2)NC=2C=NC(=NC2)N2CCC(CC2)C(C)C)N